(2-(methylthio)-4-propylphenyl)methanol CSC1=C(C=CC(=C1)CCC)CO